FC=1C=C(C=CC1F)C1=NC=C(C=C1)F 2-(3,4-difluorophenyl)-5-fluoropyridin